tert-butyl N-[2-(4-methylsulfonylphenyl)thiazol-4-yl]carbamate CS(=O)(=O)C1=CC=C(C=C1)C=1SC=C(N1)NC(OC(C)(C)C)=O